C(#N)CNC(C1=CC(=C(C=C1)C1=NC(=NC=C1)NC=1C=NN(C1)C)C)=O N-(cyanomethyl)-3-methyl-4-(2-((1-methyl-1H-pyrazol-4-yl)amino)pyrimidin-4-yl)benzamide